propenyl-(chloromethyl)dimethyl-silane tert-butyl-((4-methyl-2-vinylphenyl)sulfonyl)-L-prolinate C(C)(C)(C)[C@@]1(N(CCC1)S(=O)(=O)C1=C(C=C(C=C1)C)C=C)C(=O)O.C(=CC)[Si](C)(C)CCl